C(C=C)(=O)OCCC[SiH2]C(OC(C)C)OC(C)C acryloxypropyldiisopropoxymethylsilane